3-(trifluoromethoxy)benzene-1-sulfonyl chloride FC(OC=1C=C(C=CC1)S(=O)(=O)Cl)(F)F